5-Nitro-1-(tetrahydro-2H-pyran-4-yl)indole-6-carboxylic acid methyl ester COC(=O)C1=C(C=C2C=CN(C2=C1)C1CCOCC1)[N+](=O)[O-]